6-amino-2-(6-chloro-8-fluoro-2-(((2R,7aS)-2-fluorotetrahydro-1H-pyrrolizin-7a(5H)-yl)methoxy)-4-(4-(3-methyl-1H-pyrazole-1-carbonyl)azepan-1-yl)quinazolin-7-yl)-3-iodobenzonitrile NC1=CC=C(C(=C1C#N)C1=C(C=C2C(=NC(=NC2=C1F)OC[C@]12CCCN2C[C@@H](C1)F)N1CCC(CCC1)C(=O)N1N=C(C=C1)C)Cl)I